C(#N)C=1C=CC(=NC1)N1N=C(N=C1[C@H](C)NC(OC(C)(C)C)=O)C1CC1 tert-butyl {(1S)-1-[1-(5-cyanopyridin-2-yl)-3-cyclopropyl-1H-1,2,4-triazol-5-yl]ethyl}carbamate